7-[2-(DIFLUOROMETHOXY)-5-[(1R,2R,6S,8R)-2,6,9,9-TETRAMETHYL-3,5-DIOXA-4-BORATRICYCLO[6.1.1.02,6]DECAN-4-YL]PHENYL]CINNOLIN-4-AMINE FC(OC1=C(C=C(C=C1)B1O[C@@]2([C@H]3C([C@@H](C[C@@]2(O1)C)C3)(C)C)C)C3=CC=C1C(=CN=NC1=C3)N)F